(1H-indol-3-yl)-4-(pyridin-4-yl)piperazine-1-carboxamide N1C=C(C2=CC=CC=C12)C1N(CCN(C1)C1=CC=NC=C1)C(=O)N